3-(5-(((1S,2S)-2-(((6-methylpyridin-2-yl)methyl)amino)cyclohexyl)oxy)-1-oxoisoindolin-2-yl)piperidine-2,6-dione CC1=CC=CC(=N1)CN[C@@H]1[C@H](CCCC1)OC=1C=C2CN(C(C2=CC1)=O)C1C(NC(CC1)=O)=O